FC=1C=C(C=C(C1)F)[C@@H]1N(OCC1)C1=CC(=NC=N1)NC=1C(=CC(=C(C1)NC(C=C)=O)N1CCC(CC1)N(C)C)OC N-(5-((6-((R)-3-(3,5-difluorophenyl)isoxazolidine-2-yl)pyrimidine-4-yl)amino)-2-(4-(dimethylamino)piperidine-1-yl)-4-methoxyphenyl)acrylamide